(S)-5-(6-((1-(5-(3,5-difluorophenyl)-4,5-dihydro-1H-pyrazole-1-carbonyl)azetidin-3-yl)oxy)-5-fluoropyridin-2-yl)-1,4-dimethyl-1H-pyrazole-3-carboxamide FC=1C=C(C=C(C1)F)[C@@H]1CC=NN1C(=O)N1CC(C1)OC1=C(C=CC(=N1)C1=C(C(=NN1C)C(=O)N)C)F